COC1=CC=C(C=C1)[C@H](C)N[S@](=O)C(C)(C)C (R)-N-((S)-1-(p-methoxyphenyl)-ethyl)-2-methylpropane-2-sulfinamide